N,N,N',N'-tetrakis(2-aminophenyl)-1,4-phenylenediamine NC1=C(C=CC=C1)N(C1=CC=C(C=C1)N(C1=C(C=CC=C1)N)C1=C(C=CC=C1)N)C1=C(C=CC=C1)N